3-methyl-6-(trifluoromethyl)-[1,2,4]triazolo[4,3-a]pyridin-8-amine CC1=NN=C2N1C=C(C=C2N)C(F)(F)F